C1(=CC=CC=C1)N1C=2C=CC=CC2C2(C3=CC=CC=C3C(C=3C=CC=CC23)=O)C2=CC=CC=C12 10-phenyl-10H,10'H-spiro[acridin-9,9'-anthracene]-10'-one